tert-butyl (S)-(1-((2-((4-bromo-2,5-dimethoxyphenethyl)amino)-2-oxoethyl)(methyl)amino)-1-oxo-3-phenylpropan-2-yl)carbamate BrC1=CC(=C(CCNC(CN(C([C@H](CC2=CC=CC=C2)NC(OC(C)(C)C)=O)=O)C)=O)C=C1OC)OC